(R)-1-(8-methoxy-9-(2-methyl-2H-tetrazol-5-yl)-1-(thiophen-2-yl)-5,6-dihydropyrrolo[2,1-a]isoquinoline-3-carbonyl)-2-methylazetidine-2-carbonitrile COC=1C=C2CCN3C(C2=CC1C=1N=NN(N1)C)=C(C=C3C(=O)N3[C@](CC3)(C#N)C)C=3SC=CC3